N-(3-(1H-pyrazol-5-yl)benzyl)-4-(2',3',4',5'-tetrahydro-[1,1'-biphenyl]-4-yl)-1H-indazol-3-amine N1N=CC=C1C=1C=C(CNC2=NNC3=CC=CC(=C23)C2=CC=C(C=C2)C=2CCCCC2)C=CC1